ethyl 5-(5-chloro-2-methoxyphenyl)-1-methyl-1H-pyrazole-4-carboxylate ClC=1C=CC(=C(C1)C1=C(C=NN1C)C(=O)OCC)OC